N-(3-((2-((3S,4R)-3-fluoro-4-methoxypiperidin-1-yl)pyrimidin-4-yl)amino)-5-isopropyl-8-(3-((methylsulfonyl)methyl)azetidin-1-yl)isoquinolin-6-yl)acrylamide F[C@H]1CN(CC[C@H]1OC)C1=NC=CC(=N1)NC=1N=CC2=C(C=C(C(=C2C1)C(C)C)NC(C=C)=O)N1CC(C1)CS(=O)(=O)C